BrC[SiH](OC)OC Bromomethyldimethoxysilane